3-amino-6-chloro-N-(2-methoxybenzyl)pyrazine-2-carboxamide NC=1C(=NC(=CN1)Cl)C(=O)NCC1=C(C=CC=C1)OC